5-{6-oxa-3-azabicyclo[3.1.1]heptan-3-yl}-2H-pyrazolo[3,4-b]pyridin C12CN(CC(O1)C2)C2=CC=1C(N=C2)=NNC1